[Cu].N1(C=CC=2C1=NC=CC2)C2=NC(=NC=C2)NC=2C(=CC(=C(C2)NC(\C=C\CN2CCNCC2)=O)N(C)C)OC (E)-N-(5-((4-(1H-pyrrolo[2,3-b]pyridin-1-yl)pyrimidin-2-yl)amino)-2-(dimethylamino)-4-methoxyphenyl)-4-(piperazin-1-yl)but-2-enamide copper